C(C1=CC=CC=C1)N1C(C(N(C2=CC=CC=C12)CC1=CC=CC=C1)C(F)F)=O 1,4-dibenzyl-3-(difluoromethyl)-3,4-dihydroquinoxalinone